5-[(4R,8S,9aS)-4-methyl-8-[(6-piperazin-1-yl-3-pyridyl)oxy]-1,3,4,6,7,8,9,9a-octahydropyrido[1,2-a]pyrazin-2-yl]quinoline-8-carbonitrile C[C@@H]1CN(C[C@H]2N1CC[C@@H](C2)OC=2C=NC(=CC2)N2CCNCC2)C2=C1C=CC=NC1=C(C=C2)C#N